C(C)(C)C=1C(=NOC1)C(=O)O 4-isopropylisoxazole-3-carboxylic acid